(Z)-9,12-tetradecadiene CCCCCCCC\C=C/CC=CC